O1C[C@H](CC1)OC1=CC=C(C=N1)N1C(NC2=C1C=CC=C2)=O (S)-1-(6-((tetrahydrofuran-3-yl)oxy)pyridin-3-yl)-1H-benzo[d]imidazol-2(3H)-one